(2R)-4-(2-chloro-6-((1-(methoxycarbonyl)-1,2,3,4-tetrahydronaphthalen-1-yl)methyl)-5-nitropyrimidin-4-yl)-2-(hydroxymethyl)piperazine ClC1=NC(=C(C(=N1)N1C[C@@H](NCC1)CO)[N+](=O)[O-])CC1(CCCC2=CC=CC=C12)C(=O)OC